S(=O)(=O)(O)OC1=CC=C(C=C1)NC1=C2C(=NC3=CC=C(N=C13)OC)C=C(C=C2)Cl 4-[(7-Chloro-2-methoxybenzo[b]-1,5-naphthyridin-10-yl)amino]-phenol hemisulphate